Indole-3-propionic acid N1C=C(C2=CC=CC=C12)CCC(=O)O